C1(CC1)C1=C2C(=NC(=C1)NC1=C(C=C(C=C1)S(=O)(=O)N1CCOCC1)OC)NC=C2C#N 4-cyclopropyl-6-((2-methoxy-4-(morpholinosulfonyl)phenyl)amino)-1H-pyrrolo[2,3-b]pyridine-3-carbonitrile